C(C1=CC=CC=C1)(=O)NC=1C=C(C=CC1)NC(=O)N1CCN(CC1)C1=NC=NC=C1 N-(3-benzoylaminophenyl)-4-(pyrimidin-4-yl)piperazine-1-carboxamide